N1C=C(C2=CC=CC=C12)NS(=O)(=O)C1=CC=C(C=C1)C(F)(F)F (R or S)-N-(1H-indol-3-yl)-4-(trifluoromethyl)benzenesulfonamide